C(#N)C=1N=CN(C1)C1=CC=C(N=N1)N1C=NC(=C1)C#N 1-[6-(4-cyano-1H-imidazol-1-yl)pyridazin-3-yl]-1H-imidazole-4-carbonitrile